CC1=C(C=CC=C1C)N1CCN(CC1)C(CN1N=C(C2=C1CCC2)C(=O)N2C[C@H](CC2)CO)=O 1-[4-(2,3-dimethylphenyl)piperazin-1-yl]-2-{3-[(3S)-3-(hydroxymethyl)pyrrolidine-1-carbonyl]-5,6-dihydrocyclopenta[c]pyrazol-1(4H)-yl}ethan-1-one